10,10-didecyloxy-3-benzyloxydecane C(CCCCCCCCC)OC(CCCCCCC(CC)OCC1=CC=CC=C1)OCCCCCCCCCC